NC1CC(C1)C(SCC1=CC=C(C=C1)C(NCCN)=O)=O S-(4-((2-aminoethyl)carbamoyl)benzyl) (1r,3r)-3-aminocyclobutane-1-carbothioate